BrC=1C=C(C(=O)O)C=C(C1C(C)O)F 3-bromo-5-fluoro-4-(1-hydroxyethyl)benzoic acid